sodium-calcium gluconate O=C([C@H](O)[C@@H](O)[C@H](O)[C@H](O)CO)[O-].[Ca+2].[Na+].O=C([C@H](O)[C@@H](O)[C@H](O)[C@H](O)CO)[O-].O=C([C@H](O)[C@@H](O)[C@H](O)[C@H](O)CO)[O-]